N1-[1-(1H-Benzimidazol-2-yl)-ethyl]-N1-(5,6,7,8-tetrahydro-quinolin-8-yl)-butane-1,4-diamine N1C(=NC2=C1C=CC=C2)C(C)N(CCCCN)C2CCCC=1C=CC=NC21